C(C)(C)(C)C=1C=C(C=C(C1)C(C)(C)C)\C=N\[C@@H](CO)C(C)(C)C (2R)-2-[(E)-(3,5-di-tertbutyl-phenyl)methyleneamino]-3,3-dimethyl-butan-1-ol